[Al+2].C(C)(=O)CC(=O)[O-].C(C)(=O)CC(=O)[O-].CC1(C=C1)C(=O)NNCCCC[C@H](N)C(=O)O Nε-(1-methylcycloprop-2-enecarboxamido)lysine bis(acetyl acetoate) aluminum